Ethyl 4-(3-(5-(((tert-butoxycarbonyl)(2-phenylcyclopropyl)amino)methyl)-1H-imidazol-1-yl)propyl)benzoate C(C)(C)(C)OC(=O)N(C1C(C1)C1=CC=CC=C1)CC1=CN=CN1CCCC1=CC=C(C(=O)OCC)C=C1